N-[(2S)-2-[5-(2,3-dichlorophenyl)-2,6-dioxo-3-[2-oxo-2-[4-(2-oxo-4,5-dihydro-1H-1,3-benzodiazepin-3-yl)-1-piperidyl]ethyl]pyrimidin-1-yl]propyl]acetamide ClC1=C(C=CC=C1Cl)C1=CN(C(N(C1=O)[C@H](CNC(C)=O)C)=O)CC(N1CCC(CC1)N1C(NC2=C(CC1)C=CC=C2)=O)=O